CC1=NN2C(C(NCC2)C)=N1 2,8-dimethyl-5,6,7,8-tetrahydro-[1,2,4]triazolo[1,5-a]pyrazine